OCC12CN(CC2C1)C(=O)OC(C)(C)C tert-butyl exo-1-(hydroxymethyl)-3-azabicyclo[3.1.0]hexane-3-carboxylate